ClC=1C(N(C(=CC1OCC1=NC=C(C=C1F)F)C1CC1)C1=CC(=NC=C1C)C1=NC(=NC=C1)C(C)(C)O)=O (S)-3-chloro-6-cyclopropyl-4-((3,5-difluoropyridin-2-yl)methoxy)-2'-(2-(2-hydroxypropan-2-yl)pyrimidin-4-yl)-5'-methyl-2H-[1,4'-bipyridin]-2-one